5-chloro-2-iodo-phenol ClC=1C=CC(=C(C1)O)I